CN(CCC(=O)N1CC2CCC(C1)N2C2=NC=C(C#N)C=C2)C2CCC=1C2=NNC(C1C(F)(F)F)=O 6-(3-(3-(methyl(3-oxo-4-(trifluoromethyl)-3,5,6,7-tetrahydro-2H-cyclopenta[c]pyridazin-7-yl)amino)propanoyl)-3,8-diazabicyclo[3.2.1]octan-8-yl)nicotinonitrile